COC=1C(=NC(=CC1)C1(CCOCC1)C)S(=O)(=O)N 3-methoxy-6-(4-methyltetrahydro-2H-pyran-4-yl)pyridine-2-sulfonamide